ethyl (R)-4-(8-(4-(3-amino-3-methylpiperidin-1-yl)-8-methyl-2-(methylthio)pyrido[4,3-d]pyrimidin-7-yl)-2-fluoro-6-hydroxynaphthalen-1-yl)butanoate N[C@]1(CN(CCC1)C=1C2=C(N=C(N1)SC)C(=C(N=C2)C=2C=C(C=C1C=CC(=C(C21)CCCC(=O)OCC)F)O)C)C